5-hydroxy-N-methyl-N-propyltryptamine OC1=CC=C2NC=C(CCN(CCC)C)C2=C1